FC1(CN(CC1)C1=NC=NC(=C1NC(=O)C=1C=NC(=NC1)C(C)C)C1=C(C=CC=C1)F)F N-(4-(3,3-difluoropyrrolidin-1-yl)-6-(2-fluoro-phenyl)pyrimidin-5-yl)-2-isopropylpyrimidine-5-carboxamide